CO[Si](CCCN1CCCC1)(OC)OC (3-(trimethoxysilyl)propyl)azacyclopentane